COC1=CC=C(C=N1)NCC1=NN(C(=C1C(F)(F)F)OC)C1OCCCC1 6-methoxy-N-((5-methoxy-1-(tetrahydro-2H-pyran-2-yl)-4-(trifluoromethyl)-1H-pyrazol-3-yl)methyl)pyridin-3-amine